5-Amino-3-[2-(1-cyclopropyl-4,6-difluoro-1,3-benzodiazol-5-yl)ethynyl]-1-[(3S,5R)-5-[(difluoromethoxy)methyl]-1-(prop-2-enoyl)pyrrolidin-3-yl]pyrazole-4-carboxamide NC1=C(C(=NN1[C@@H]1CN([C@H](C1)COC(F)F)C(C=C)=O)C#CC1=C(C2=C(N(C=N2)C2CC2)C=C1F)F)C(=O)N